4-(hydroxymethyl)-5,5-dimethyl-pyrrolidin-2-one OCC1CC(NC1(C)C)=O